C(C)C=1C=C2C=CC=NC2=C(C1)N1CCN(CC1)CCOC 6-ethyl-8-(4-(2-methoxyethyl)piperazin-1-yl)quinolin